N-[4-(4-amino-5-{3-fluoro-4-[(4-methylpyrimidin-2-yl)oxy]phenyl}-7-methyl-5H-pyrrolo[3,2-d]pyrimidin-6-yl)-3-(2-hydroxyethoxy)phenyl]acrylamide tert-Butyl-(piperazin-1-yl)acetate C(C)(C)(C)OC(CN1CCNCC1)=O.NC=1C2=C(N=CN1)C(=C(N2C2=CC(=C(C=C2)OC2=NC=CC(=N2)C)F)C2=C(C=C(C=C2)NC(C=C)=O)OCCO)C